ClC=1C(=NC=CC1C=1C(=C(C=CC1)NC(=O)C1=CC=C(C=N1)CN(C(OC(C)(C)C)=O)CCO)C)C1=CC(=C(C=C1)C=O)C tert-Butyl ((6-((3-(3-chloro-2-(4-formyl-3-methylphenyl)pyridin-4-yl)-2-methylphenyl)carbamoyl)pyridin-3-yl)methyl)(2-hydroxyethyl)carbamate